2-(1-benzhydryl-piperidin-4-yl)-1,2,3,4-tetrahydro-2,7-naphthyridine C(C1=CC=CC=C1)(C1=CC=CC=C1)N1CCC(CC1)N1CC2=CN=CC=C2CC1